1-(4-methoxybenzyl)-1H-pyrazole-5-carboxylic acid methyl ester COC(=O)C1=CC=NN1CC1=CC=C(C=C1)OC